ethen C=C